triethylmethylammonium chloride [Cl-].C(C)[N+](C)(CC)CC